CN(C(CN1CCN(CC1)C1=NC(=NC(=C1)N1CCOCC1)N1C(=NC2=C1C=CC=C2OC)C(F)F)=O)C 2-(dimethylamino)-2-oxoethyl-4-{2-[2-(difluoromethyl)-4-methoxy-1H-benzo[d]imidazol-1-yl]-6-morpholinopyrimidin-4-yl}piperazine